C(CCCCCCC)OC=CCCCCCCCCC=C 1-(octyl-oxy)dodeca-1,11-diene